C(C)(C)(C)OC(=O)NC1(CC1)C=1C=C(C(=O)OCC)C=CC1 ethyl 3-{1-[(tert-butoxycarbonyl)amino]cyclopropyl}benzoate